3-(4-((((1R,2R)-2-(4-((5-methyl-1,3,4-thiadiazol-2-yl)-carbamoyl)-2-thienyl)cyclopropyl)amino)methyl)-piperidin-1-yl)propanoic acid CC1=NN=C(S1)NC(=O)C=1C=C(SC1)[C@H]1[C@@H](C1)NCC1CCN(CC1)CCC(=O)O